3-bromo-5-((3-(4-hydroxyphenyl)-1-methoxy-1-oxopropan-2-ylimino)methyl)phenyl-nicotinate BrC=1C=C(C=C(C1)C=NC(C(=O)OC)CC1=CC=C(C=C1)O)OC(C1=CN=CC=C1)=O